Gallium Tin Oxide [Sn]=O.[Ga]